{6-[2-(tert-butyldimethylsilyl)ethynyl]-4-methylpyridin-3-yl}boronic acid [Si](C)(C)(C(C)(C)C)C#CC1=CC(=C(C=N1)B(O)O)C